C(C)C=1N=C(NC(C1F)=O)C=1C(=C(CC2N(CCC(C2)C(=O)N)C2=CC=C(C=C2)OC(F)(F)F)C=CC1C(F)(F)F)F [3-(4-ethyl-5-fluoro-6-oxo-1,6-dihydropyrimidin-2-yl)-2-fluoro-4-(trifluoromethyl)benzyl]-1-[4-(trifluoromethoxy)phenyl]piperidine-4-carboxamide